2'-Carboxymethoxy-4-n-heptyl-4'-(3-methyl-2-butenyloxy)chalcone C(=O)(O)COC1=C(C(/C=C/C2=CC=C(C=C2)CCCCCCC)=O)C=CC(=C1)OCC=C(C)C